FC1(OC2=C(C(=NC=C2)N2C([C@@H]3C[C@@H]3C2)=O)O1)F (1R,5S)-3-(2,2-difluoro-[1,3]dioxolo[4,5-c]pyridin-4-yl)-3-azabicyclo[3.1.0]hexan-2-one